CC1=CN=C2C(=N1)NC(C(=C2)C2CCC(CC2)C2=NN(C1=CC=CC=C21)C)=O 3-methyl-7-(4-(1-methyl-1H-indazol-3-yl)cyclohexyl)pyrido[2,3-b]pyrazin-6(5H)-one